(S)-1-(2-chloroacetyl)-N-ethyl-7-(4-fluorobenzyl)-2-methyl-2,3-dihydro-1H-pyrido[2,3-b][1,4]oxazine-6-carboxamide ClCC(=O)N1C2=C(OC[C@@H]1C)N=C(C(=C2)CC2=CC=C(C=C2)F)C(=O)NCC